(S)-tert-butyl (1-((4-chloro-2'-methyl-[2,4'-bipyridin]-5-yl)oxy)-2,4-dimethylpentan-2-yl)carbamate ClC1=CC(=NC=C1OC[C@@](CC(C)C)(C)NC(OC(C)(C)C)=O)C1=CC(=NC=C1)C